NC1=C(C2=NC(=C3C(=C2N1C1=C(C(=CC=C1C)OC)C)N=CN3C)C)C(=O)N 7-amino-8-(3-methoxy-2,6-dimethylphenyl)-3,4-dimethyl-3,8-dihydroimidazo[4,5-d]pyrrolo[3,2-b]pyridine-6-carboxamide